NCCCNC(=O)C1=CC=C(C=C1)C1=C(N(C=C1)S(N)(=O)=O)C(=O)[O-] 3-[4-(3-aminopropyl carbamoyl) phenyl]-1-sulfamoyl-pyrrole-2-carboxylate